ClC1=NC2=C(C3=CC=CC=C13)N(C1=CC=C(C=C12)OC)CCCN1C(=NC(=C1)C)C 5-chloro-11-(3-(2,4-dimethyl-1H-imidazol-1-yl)propyl)-8-methoxy-11H-indolo[3,2-c]isoquinoline